N-(trans-4-(2-((R)-4-(2,3-dichlorophenyl)-3-methylpiperazin-1-yl)ethyl)cyclohexyl)nicotinamide ethyl-6-bromobenzo[b]thiophene-3-carboxylate C(C)OC(=O)C=1C2=C(SC1)C=C(C=C2)Br.ClC2=C(C=CC=C2Cl)N2[C@@H](CN(CC2)CC[C@@H]2CC[C@H](CC2)NC(C2=CN=CC=C2)=O)C